methyl (E)-4-hydroxy-3-(((2-hydroxyethyl)imino)methyl)-5-methylbenzoate OC1=C(C=C(C(=O)OC)C=C1C)/C=N/CCO